N-(6-(((6-cyclopropylimidazo[1,2-a]pyridin-2-yl)methyl)amino)pyrimidin-4-yl)-2-(5-methoxy-2-oxobenzo[d]oxazol-3(2H)-yl)acetamide C1(CC1)C=1C=CC=2N(C1)C=C(N2)CNC2=CC(=NC=N2)NC(CN2C(OC1=C2C=C(C=C1)OC)=O)=O